octaethyleneglycol bis(1,1,2,2-tetrafluorobutyl) ether FC(C(CC)(F)F)(F)OCCOCCOCCOCCOCCOCCOCCOCCOC(C(CC)(F)F)(F)F